2-[(4-{5-[(2-chloro-4-cyclopropylphenoxy)methyl]furan-2-carbonyl}piperazin-1-yl)methyl]-1-{[(2S)-oxetan-2-yl]methyl}-1H-1,3-benzodiazole-6-carboxylic acid ClC1=C(OCC2=CC=C(O2)C(=O)N2CCN(CC2)CC2=NC3=C(N2C[C@H]2OCC2)C=C(C=C3)C(=O)O)C=CC(=C1)C1CC1